C(C1=CC=CC=C1)OC=1C(=CC2=CC(=CC=C2C1)Br)C(=O)O 3-(benzyloxy)-7-bromonaphthalene-2-carboxylic acid